CC1=CC=C(C=N1)CN1C(C=CC(=C1)C1=NC(=NO1)C=1C=C(C=CC1)C)=O 1-((6-methylpyridin-3-yl)methyl)-5-(3-(m-tolyl)-1,2,4-oxadiazol-5-yl)pyridin-2(1H)-one